(S)-1-(quinolin-3-yl)ethylamine N1=CC(=CC2=CC=CC=C12)[C@H](C)N